ClC1=C(O[C@@H]2C=3N(CCC2)N=C(N3)NC3[C@H]2CN(C[C@@H]3CC2)C2=CN=NC(=C2)OC)C=CC=C1 (S)-8-(2-chlorophenoxy)-N-((1R,5S,8S)-3-(6-methoxypyridazin-4-yl)-3-azabicyclo[3.2.1]oct-8-yl)-5,6,7,8-tetrahydro-[1,2,4]triazolo[1,5-a]pyridin-2-amine